CN1C(C2=CC=C(C=C2C(C1=O)(C[Se]C#N)C)CCC)=O 2,4-dimethyl-6-propyl-4-(selenocyanatomethyl)isoquinoline-1,3(2H,4H)-dione